NCC(=O)NC1=C(C(=O)NC=2SC(=C(N2)C)[N+](=O)[O-])C=CC=C1 2-(2-aminoacetamido)-N-(4-methyl-5-nitrothiazol-2-yl)benzamide